FC(CC(C1=C(NC2=CC=CC=C12)C1=CC=CC=C1)C1=C(C=CC=C1)B(O)O)(F)F (2-(3,3,3-trifluoro-1-(2-phenyl-1H-indol-3-yl)propyl)phenyl)boronic acid